(R)-1-chloro-3-(2,6-dichloro-4-(2-(4-((S)-2-hydroxy-3-isopropoxypropoxy)phenyl)propan-2-yl)phenoxy)propan-2-yl acetate C(C)(=O)O[C@@H](CCl)COC1=C(C=C(C=C1Cl)C(C)(C)C1=CC=C(C=C1)OC[C@H](COC(C)C)O)Cl